[(2R,3S,4R,5R)-5-[4-(butanoylamino)pyrrolo[2,1-f][1,2,4]triazin-7-yl]-5-cyano-3,4-dihydroxy-tetrahydrofuran-2-yl]methyl isobutyl carbonate C(OC[C@H]1O[C@@]([C@@H]([C@@H]1O)O)(C#N)C1=CC=C2C(=NC=NN21)NC(CCC)=O)(OCC(C)C)=O